ClC1=CC=C(C=N1)CNC1=C(C(=C(C=C1)F)F)F N-((6-chloropyridin-3-yl)methyl)-2,3,4-trifluoroaniline